C(#N)[C@@H]1C[C@H](CCC1)N1C(=NC2=C3CC[C@@H](N(C3=CC=C21)C(=O)OC)C)CC(C(=O)O)C2=CC=CC=C2 3-((S)-3-((trans)-3-cyanocyclohexyl)-6-(methoxycarbonyl)-7-methyl-6,7,8,9-tetrahydro-3H-imidazo[4,5-f]quinolin-2-yl)-2-phenylpropanoic acid